2-(6-Methylpyridin-3-yl)-1-[5-(pyridine-2-sulfonyl)-1H,2H,3H,4H,5H,6H-pyrrolo[3,4-c]pyrrol-2-yl]ethan-1-one CC1=CC=C(C=N1)CC(=O)N1CC=2CN(CC2C1)S(=O)(=O)C1=NC=CC=C1